OC1=C(C(=O)C2=CC=C(C(=O)O)C=C2)C=CC=C1 4-(2-hydroxybenzoyl)benzoic acid